(S)-N-(5-chloropyridin-2-yl)-2-((R)-3-(oxazol-4-yl)piperidin-1-yl)propanamide ClC=1C=CC(=NC1)NC([C@H](C)N1C[C@@H](CCC1)C=1N=COC1)=O